tri-ethyl acetyl-citrate C(C)(=O)C(C(=O)OCC)C(O)(C(=O)OCC)CC(=O)OCC